COC1=CC2=C(C3=C(C(N(C3)[C@@H](CC(=O)O)C)=O)S2)C=C1OC (R)-3-(6,7-dimethoxy-3-oxo-1,3-dihydro-2H-benzo[4,5]thieno[2,3-c]pyrrol-2-yl)butanoic acid